5-(2-(6-(3-(cyclopropylmethylamino)pyrrolidin-1-yl)pyridin-3-ylamino)-5-methylpyrimidin-4-ylamino)benzo[d]oxazol-2(3H)-one C1(CC1)CNC1CN(CC1)C1=CC=C(C=N1)NC1=NC=C(C(=N1)NC=1C=CC2=C(NC(O2)=O)C1)C